CC1=NC(=CC=C1CN1CC(OCC1)C(=O)O)C=1N=NN(C1COC(N(CCC)C)=O)C 4-((2-methyl-6-(1-methyl-5-(((methyl-(propyl)carbamoyl)oxy)methyl)-1H-1,2,3-triazol-4-yl)pyridin-3-yl)methyl)morpholine-2-carboxylic acid